The molecule is a dihydrojasmonic acid that is 9,10-dihydrojasmonic acid in which one of the methylene hydrogens at position 11 has been replaced by a sulfooxy group. It has a role as a plant metabolite. It is a dihydrojasmonic acid and an alkyl sulfate. CC(CCC[C@@H]1[C@H](CCC1=O)CC(=O)O)OS(=O)(=O)O